1-[(cis)-3-hydroxy-3-methylcyclobutyl]-7-(trifluoromethyl)-1H-1,3-benzodiazol-5-ol OC1(CC(C1)N1C=NC2=C1C(=CC(=C2)O)C(F)(F)F)C